2-(Indolin-3-yl)acetic acid methyl ester COC(CC1CNC2=CC=CC=C12)=O